ClC1=C(C(=O)N[C@@H]2CN(CC2)C(=O)OCC2=CC=CC=C2)C(=CC(=N1)C(F)(F)F)C benzyl (S)-3-(2-chloro-4-methyl-6-(trifluoromethyl)nicotinamido)pyrrolidine-1-carboxylate